bis-(1,3-divinyl-1,1,3,3-tetramethyldisiloxane) platinum (0) [Pt].C(=C)[Si](O[Si](C)(C)C=C)(C)C.C(=C)[Si](O[Si](C)(C)C=C)(C)C